C(CCCC)C=1C(=C(C=CC1)NC(NC1=C(C(=CC=C1)CCCCC)CCCCC)=O)CCCCC di(dipentylphenyl)urea